CC1(C2=CC=C3C=C(C(NC3=C2NCC1)=C=O)C(=O)O)C 7,7-dimethyl-2-carbonyl-1,2,7,8,9,10-hexahydro-1,10-phenanthroline-3-carboxylic acid